N1=CC=C(C=C1)CN1N=C2C3=C(CC4(C2=C1)CCC4)OC(=C3C(F)(F)F)C(=O)NC[C@H]3OCCC3 2'-(Pyridin-4-ylmethyl)-N-[(2S)-tetrahydrofuran-2-ylmethyl]-8'-(trifluoromethyl)-2',5'-dihydrospiro[cyclobutan-1,4'-furo[2,3-g]indazol]-7'-carboxamide